C(CCCCCCCC=CC=CCCCC)CC(=O)O.CC1=C(C(=CC=C1)C)C1=CN=C2C(=N1)N(C=N2)C(C)C=2C=C1C=CC=NC1=CC2 6-(1-(6-(2,6-dimethylphenyl)-1H-imidazo[4,5-b]pyrazin-1-yl)ethyl)quinoline 9,11-hexadecadienyl-acetate